CN(CC(=O)NCCNC(OC(C)(C)C)=O)C tert-butyl (2-(2-(dimethylamino)acetamido)ethyl)carbamate